C(C(C)C)(=O)N1CCN(CC1)C1=C2C=NN(C2=CC(=C1)S(=O)(=O)NC1(COC1)C)C=1SC(=NN1)C=C 4-(4-isobutyrylpiperazin-1-yl)-N-(3-methyloxetan-3-yl)-1-(5-vinyl-1,3,4-thiadiazol-2-yl)-1H-indazole-6-sulfonamide